NC[C@H](C(F)(F)F)NCC=1C=CC2=C(N=C(O2)[C@H](C(C2CC2)C2CC2)NC(OCC2=CC=CC=C2)=O)C1 Benzyl ((S)-1-(5-((((R)-3-amino-1,1,1-trifluoropropan-2-yl)amino)methyl)-benzo[d]oxazol-2-yl)-2,2-dicyclopropylethyl)carbamate